N-(4-((4-Methylpiperazin-1-yl)methyl)-3-(trifluoromethyl)phenyl)-5-((6-(2,2,6,6-tetramethylmorpholino)imidazo[1,2-b]pyridazin-3-yl)ethynyl)nicotinamide CN1CCN(CC1)CC1=C(C=C(C=C1)NC(C1=CN=CC(=C1)C#CC1=CN=C2N1N=C(C=C2)N2CC(OC(C2)(C)C)(C)C)=O)C(F)(F)F